1-(methylamino)isoquinoline-6-carboxylic acid CNC1=NC=CC2=CC(=CC=C12)C(=O)O